IC1=NN(C2=NC(=CN=C21)N2CCC1(CCN(C1=O)C=1C=NC(=CC1)C(F)(F)F)CC2)C2OCCCC2 8-(3-iodo-1-(tetrahydro-2H-pyran-2-yl)-1H-pyrazolo[3,4-b]pyrazin-6-yl)-2-(6-(trifluoromethyl)pyridin-3-yl)-2,8-diazaspiro[4.5]decan-1-one